bis(di-cyclohexylphosphino)ferrocene C1(CCCCC1)P(C1CCCCC1)[C-]1C=CC=C1.[C-]1(C=CC=C1)P(C1CCCCC1)C1CCCCC1.[Fe+2]